ethyl 2,5-dihydroxyterephthalate OC1=C(C(=O)OCC)C=C(C(=C1)C(=O)[O-])O